C(C)CC=CC 1-ethyl-2-butene